2-((4-(3-nonyl-3H-diazirin-3-yl)butanoyl)oxy)-3-(stearoyloxy)propyl (2-(trimethylammonio)ethyl) phosphate P(=O)(OCC(COC(CCCCCCCCCCCCCCCCC)=O)OC(CCCC1(N=N1)CCCCCCCCC)=O)(OCC[N+](C)(C)C)[O-]